C(C)OC(C(C(=O)OCC)(CC)CCN1C(C2=CC=CC=C2C1=O)=O)=O 2-[2-(1,3-Dioxoisoindolin-2-yl)ethyl]-2-ethyl-malonic acid diethyl ester